bis(2-octyldecyl) 8,8'-[(4-ethyl-1,4-diazepane-1-carbonyl)azanediyl]di(octanoate) C(C)N1CCN(CCC1)C(=O)N(CCCCCCCC(=O)OCC(CCCCCCCC)CCCCCCCC)CCCCCCCC(=O)OCC(CCCCCCCC)CCCCCCCC